BrC=1C=C(C=CC1)NS([O-])(=O)=O.[Na+] sodium m-bromophenylsulfamate